CNC=1C(=CC=NC1)NC 5,4-dimethylaminopyridine